1-METHYL-1H-IMIDAZOLE-2-CARBOXYLIC ACID CN1C(=NC=C1)C(=O)O